4-bromo-2-(oxetan-3-ylamino)phenol BrC1=CC(=C(C=C1)O)NC1COC1